6-bromo-7-((2-methoxyethoxy)methoxy)-2',3',5',6'-tetrahydrospiro[chromane-2,4'-pyran]-4-one BrC=1C=C2C(CC3(CCOCC3)OC2=CC1OCOCCOC)=O